methyl 2-((3-(6-hydroxypyridin-2-yl)-3-methylpyrrolidin-1-yl)methyl)-1-((S)-oxetan-2-ylmethyl)-1H-benzo[d]imidazole-6-carboxylate OC1=CC=CC(=N1)C1(CN(CC1)CC1=NC2=C(N1C[C@H]1OCC1)C=C(C=C2)C(=O)OC)C